C(C=C)SC1=CC=CC2=CC(=CC=C12)SCC=C 1,6-Bis(allylthio)naphthalene